2-(piperidin-3-yl)-5-(2-(trifluoromethyl)phenyl)-1,3,4-thiadiazole hydrochloride Cl.N1CC(CCC1)C=1SC(=NN1)C1=C(C=CC=C1)C(F)(F)F